2-chloro-1-((2r,5s)-4-(2-(7,8-dimethyl-[1,2,4]triazolo[1,5-a]pyridin-6-yl)-3-isopropyl-1H-pyrrolo[3,2-b]pyridin-5-yl)-2,5-dimethylpiperazin-1-yl)ethan-1-one ClCC(=O)N1[C@@H](CN([C@H](C1)C)C1=CC=C2C(=N1)C(=C(N2)C=2C(=C(C=1N(C2)N=CN1)C)C)C(C)C)C